ClC1=C(C=CC=C1)CC(=O)Cl 2-(2-chlorophenyl)acetyl chloride